CC1(C=CC=C2C1CN2CC(=O)NC=2C=C(C(=NC2)C)NC(=O)C=2C=NN1C2SC(=C1)C=1C=NN(C1)C1COC1)C N-(5-(2-(3,3-dimethylbenzazetidin-1-yl)acetamido)-2-methylpyridin-3-yl)-2-(1-(oxetan-3-yl)-1H-pyrazol-4-yl)pyrazolo[5,1-b]Thiazole-7-carboxamide